C(=O)(OC(C)(C)C)N(C(C1=CC=CC=C1)=O)C1=CC=CC=C1 N-Boc-N-phenyl-benzamide